ClC1=CC(=C(C=C1)S(=O)(=O)N[C@@H](C(C)C1=C(C(=CC=C1)F)F)C=1OC(NN1)=O)OC 4-chloro-N-((1S)-2-(2,3-difluorophenyl)-1-(5-oxo-4,5-dihydro-1,3,4-oxadiazol-2-yl)propyl)-2-methoxybenzenesulfonamide